FC1=CC=C(C=C1)C1=C(C=NC=C1)NC(=O)C=1C=2N(N=CC1)C=C(N2)C2=CC=CC=C2 N-(4-(4-fluorophenyl)pyridin-3-yl)-2-phenylimidazo[1,2-b]pyridazine-8-carboxamide